6-(tert-butyl) 3-((9Z,12Z)-octadeca-9,12-dien-1-yl) 2-amino-4,7-dihydrothieno[2,3-c]pyridine-3,6(5H)-dicarboxylate NC1=C(C2=C(CN(CC2)C(=O)OC(C)(C)C)S1)C(=O)OCCCCCCCC\C=C/C\C=C/CCCCC